1-[(2'-methyl-1,1'-biphenyl-4-yl)carbonyl]pyrrolidin-3-one O-methyloxime CON=C1CN(CC1)C(=O)C1=CC=C(C=C1)C1=C(C=CC=C1)C